C(C1=CC=CC=C1)(=O)C1=C(OC2=C1C=C(C=C2)F)COC(C(C(=O)[O-])Br)=O ((3-benzoyl-5-fluorobenzofuran-2-yl) methyl)-2-bromomalonate